[Ru].[K] potassium ruthenium salt